CN1CCC(CC1)CCN 1-methyl-4-aminoethylpiperidine